COC=1C=C(OC2=CC=C(C=C2)NC2=NC=NC3=CC=C4C(=C23)OCCN4CC=C)C=CC1 1-(10-((4-(3-methoxyphenoxy)phenyl)amino)-2,3-dihydro-4H-[1,4]oxazino[2,3-f]quinazolin-4-yl)prop-2-en